ClC=1N=C(C2=C(N1)C=CO2)Cl 2,4-dichlorofuro[3,2-d]pyrimidin